FC=1C(=NC=CC1)C(C)N(C(C(=O)OC)=O)CC=1C=NC(=CC1)C(F)(F)F methyl 2-((1-(3-fluoropyridin-2-yl)ethyl)((6-(trifluoromethyl)pyridin-3-yl)methyl)amino)-2-oxoacetate